rel-(2R,3S,4S,5R)-N-(2-(((tert-butyldimethylsilyl)oxy)methyl)pyridin-4-yl)-3-(3,4-difluoro-2-methoxyphenyl)-4,5-dimethyl-5-(trifluoromethyl)tetrahydrofuran-2-carboxamide [Si](C)(C)(C(C)(C)C)OCC1=NC=CC(=C1)NC(=O)[C@@H]1O[C@]([C@H]([C@H]1C1=C(C(=C(C=C1)F)F)OC)C)(C(F)(F)F)C |o1:18,20,21,22|